OC=C1C(CC(CC1=O)C1=CC=CC=C1)=O (hydroxymethylene)-5-phenylcyclohexane-1,3-dione